CC=1C=CC(=NC1)C1=NC=C(C=C1)C 5-methyl-2-(5-methylpyridin-2-yl)pyridine